6-amino-3,4-dihydro-1H-1,8-naphthyridin NC=1C=C2CCCNC2=NC1